(2S)-2-amino-3,3-dimethylpent-4-ynoic acid N[C@H](C(=O)O)C(C#C)(C)C